C(C=C)(=O)OC(CCC(CC)O)O 1,4-dihydroxyhexyl acrylate